2-[4-[3-[4-bromo-3-(trifluoromethyl)phenoxy]propyl]-1-piperidyl]acetic acid BrC1=C(C=C(OCCCC2CCN(CC2)CC(=O)O)C=C1)C(F)(F)F